FC(C)(F)C1(OC1)C 2-(1,1-difluoroethyl)-2-methyl-oxirane